B([O-])([O-])[O-].[O-2].[Y+3].[Ca+2] calcium-yttrium oxide borate